FC1(CN(CCC1C1=CC=C(C=C1)NC1C(NC(CC1)=O)=O)CC1=C2CCNCC2=CC=C1)F 3-((4-(3,3-difluoro-1-((1,2,3,4-tetrahydroisoquinolin-5-yl)methyl)piperidin-4-yl)phenyl)amino)piperidine-2,6-dione